CC=1N=C2N(N=C(C(=C2C)C)N2CC=3C=C(C=NC3CC2)C=2C(=NC=CC2)C)C(C1)=O 2,8,9-trimethyl-7-(3-(2-methylpyridin-3-yl)-7,8-dihydro-1,6-naphthyridin-6(5H)-yl)-4H-pyrimido[1,2-b]pyridazin-4-one